4-{7-[(3-methoxyazetidin-1-yl)methyl]-[1,2,4]triazolo[1,5-a]pyridin-5-yl}benzonitrile COC1CN(C1)CC1=CC=2N(C(=C1)C1=CC=C(C#N)C=C1)N=CN2